7-(4,4-difluoropiperidin-1-yl)-N-(4-((2,6-dioxopiperidin-3-yl)amino)phenyl)heptanamide ethyl-2-(3-(aminomethyl)-1H-pyrazol-1-yl)-2-methylpropionate C(C)OC(C(C)(C)N1N=C(C=C1)CN)=O.FC1(CCN(CC1)CCCCCCC(=O)NC1=CC=C(C=C1)NC1C(NC(CC1)=O)=O)F